ClC1=NC=C(C=N1)NC1=NC=CC=C1[N+](=O)[O-] 2-chloro-N-(3-nitro-2-pyridinyl)pyrimidin-5-amine